OC1=CC=C(C=C1)C=NC1=CC=C(C=C1)C N-[(4-hydroxyphenyl)methylene]-4-methylaniline